3-(7-azabicyclo[2.2.1]heptan-7-yl)-2-fluoro-4-(((1-methylcyclopropyl)sulfonyl)carbamoyl)benzoic acid C12CCC(CC1)N2C=2C(=C(C(=O)O)C=CC2C(NS(=O)(=O)C2(CC2)C)=O)F